N2-[3-Chloro-2-(1,1-dioxidothiomorpholino)phenyl]-N5,N5-dimethylthiophene-2,5-disulfonamide ClC=1C(=C(C=CC1)NS(=O)(=O)C=1SC(=CC1)S(=O)(=O)N(C)C)N1CCS(CC1)(=O)=O